P(=O)(OC[C@]1(OC([C@@H]([C@@H]1O)O)C1=CC=C2C(=NC=NN21)N)C#N)(OC[C@@H](CCCCCCCCCCCCCCCCCCC)OCC2=CC(=C(C=C2)C#N)OC)O ((2R,3S,4R)-5-(4-aminopyrrolo[2,1-f][1,2,4]triazin-7-yl)-2-cyano-3,4-dihydroxytetrahydrofuran-2-yl)methyl ((R)-2-((4-cyano-3-methoxybenzyl) oxy)henicosyl) hydrogen phosphate